methyl 5-hydroxy-2-((4-methoxypyridin-2-yl)methyl)-1-oxo-1,2,3,4-tetrahydroisoquinoline-7-carboxylate OC1=C2CCN(C(C2=CC(=C1)C(=O)OC)=O)CC1=NC=CC(=C1)OC